C(CC(=O)C)(=O)OCCOC(C(=C)C)=O 2-(Acetoacetoxy)ethylmethacrylat